(S)-4-(2-(4-(2-acetyl-5-fluorophenyl)-3-methoxy-6-oxopyridazin-1(6H)-yl)-3-phenylpropanamido)benzoic acid C(C)(=O)C1=C(C=C(C=C1)F)C=1C(=NN(C(C1)=O)[C@H](C(=O)NC1=CC=C(C(=O)O)C=C1)CC1=CC=CC=C1)OC